CCCCCCCCCCCCCCCCCC(=O)OC[C@H](COP(=O)([O-])OCC[N+](C)(C)C)OC(=O)CCCCCCCCCCCCCCC The molecule is a phosphatidylcholine 34:0 in which the two acyl substituents at positions 1 and 2 are specified as stearoyl and palmitoyl respectively. It is a phosphatidylcholine 34:0 and a 1-acyl-2-hexadecanoyl-sn-glycero-3-phosphocholine. It derives from an octadecanoic acid.